2-(3,7-dimethylocta-2,6-dien-1-yl)-4-(furan-2-yl)-5-pentylbenzene-1,3-diol CC(=CCC1=C(C=C(C(=C1O)C=1OC=CC1)CCCCC)O)CCC=C(C)C